2-(3-tert-butyl-4-octyloxyphenyl)-2H-benzotriazole C(C)(C)(C)C=1C=C(C=CC1OCCCCCCCC)N1N=C2C(=N1)C=CC=C2